CC1=NN(C2=C3C(=C(C=C12)O)C=CC=C3)CCCC3=CC=CC=C3 3-methyl-1-(3-phenylpropyl)-1H-benzo[g]indazol-5-ol